[Na].CC1=CC2=C(NN=N2)C=C1 5-methylbenzotriazole, sodium salt